1-((6-acetyl-5,6-dihydropyrimido[5,4-c]quinolin-2-yl)thio)-3,3-dimethylbutan-2-one C(C)(=O)N1CC2=C(C=3C=CC=CC13)N=C(N=C2)SCC(C(C)(C)C)=O